C(C)(=O)N(CCN(C(C)=O)C(C)=O)C(C)=O tetraacetyl-ethylenediamine